(R)-4-benzyl-3-((S)-2-methylbut-3-enoyl)oxazolidin-2-one C(C1=CC=CC=C1)[C@H]1N(C(OC1)=O)C([C@H](C=C)C)=O